4-methyl-5-{[(2S)-2-methyl-1,4-diazepin-1-yl]sulfonyl}isoquinoline dihydrochloride Cl.Cl.CC1=CN=CC2=CC=CC(=C12)S(=O)(=O)N1C(=CN=CC=C1)C